Methyl N-hydroxyethanimidothioate C/C(=N\O)/SC